potassium-lead silicate [Si]([O-])([O-])([O-])O.[Pb+2].[K+]